N,N-DIMETHYL-ACRYLAMIDE cytidine-5'-triphosphate disodium [Na+].[Na+].P([O-])(=O)(OP(=O)([O-])OP(=O)(O)O)OC[C@@H]1[C@H]([C@H]([C@@H](O1)N1C(=O)N=C(N)C=C1)O)O.CN(C(C=C)=O)C